O1[SiH2]O[SiH2]O[SiH2]O[SiH2]O[SiH2]O[SiH2]O[SiH2]O[SiH2]O[SiH2]O[SiH2]O[SiH2]O[SiH2]1 cyclododecasiloxane